1-Tert-butyl 3-ethyl 4-octylpiperidine-1,3-dicarboxylate C(CCCCCCC)C1C(CN(CC1)C(=O)OC(C)(C)C)C(=O)OCC